S(=O)(=O)(O)O.S1N=CC1 thiazetin sulfate